3-[({4-[7-(aminocarbonyl)-2H-indazol-2-yl]phenyl}amino)carbonyl]-1-methylpiperidinium trifluoroacetate FC(C(=O)[O-])(F)F.NC(=O)C1=CC=CC2=CN(N=C12)C1=CC=C(C=C1)NC(=O)C1C[NH+](CCC1)C